[Si](C)(C)(C(C)(C)C)OCC1=C(C#N)C=CC=C1 2-{[(tert-Butyldimethylsilyl)oxy]methyl}benzonitrile